2-OXO-N-[3-(2-PYRIMIDIN-2-YLETHYNYL)PHENYL]-3,4-DIHYDRO-1H-QUINOLINE-6-CARBOXAMIDE O=C1NC2=CC=C(C=C2CC1)C(=O)NC1=CC(=CC=C1)C#CC1=NC=CC=N1